diethylene glycol monooleate C(CCCCCCC\C=C/CCCCCCCC)(=O)OCCOCCO